5-(2-(2-fluoro-6-(piperazin-1-ylmethyl)pyridin-4-yl)-1H-pyrrolo[2,3-b]pyridin-4-yl)-1H-indazol FC1=NC(=CC(=C1)C1=CC=2C(=NC=CC2C=2C=C3C=NNC3=CC2)N1)CN1CCNCC1